Cl.ClC1=CC=C(C[C@H]2CC[C@@H](N2)[C@@H](O)C2=CC(=CC=C2)F)C=C1 (S)-((2R,5R)-5-(4-Chlorobenzyl)pyrrolidin-2-yl)(3-fluorophenyl)methanol hydrochloride